FC=1C=C2C(=NNC2=CC1OCCO)C1=CC(=NO1)C1=CC=C(C(=O)O)C=C1 4-{5-[5-fluoro-6-(2-hydroxyethoxy)-1H-indazol-3-yl]-1,2-oxazol-3-yl}benzoic acid